NCC1=CC=C(C=C1)C1=CC(=C(C=C1)OC)S(=O)(=O)N1CCC2(C[C@H](CO2)NC[C@@H](COC=2C=C(C=CC2)S(=O)(=O)NC)O)CC1 3-((S)-3-((R)-8-(4'-(aminomethyl)-4-methoxybiphenyl-3-ylsulfonyl)-1-oxa-8-azaspiro[4.5]dec-3-ylamino)-2-hydroxypropoxy)-N-methylbenzenesulfonamide